C(C)(CC)C(C1CC(C(CC1)N)C)(C1CC(C(CC1)N)C)C(C)CC di-sec-butyl-4,4'-methylenebis(2-methylcyclohexylamine)